C(C)[P+](CCO)(CC)CC Triethyl-(2-hydroxyethyl)phosphonium